1'-{2-[4-(1-cyano-1-methyl-ethyl)phenoxy]ethyl}-2-oxo-1,2-dihydrospiro[indole-3,4'-piperidine]-5-carbonitrile C(#N)C(C)(C)C1=CC=C(OCCN2CCC3(CC2)C(NC2=CC=C(C=C23)C#N)=O)C=C1